triazinyl-porphyrin N1=NN=C(C=C1)C1=C2NC(=C1)C=C1C=CC(=N1)C=C1C=CC(N1)=CC=1C=CC(N1)=C2